CC(C)(C)N(C(O)=O)[C@H](CC)C(=O)NC=1C=NC(=CC1)OC1=CC(=C(C=C1)C#N)C(C)C.BrC1=C(N=CS1)COC 5-bromo-4-(methoxymethyl)thiazole 1,1-dimethylethyl-((1R)-1-{[(6-{[4-cyano-3-(1-methylethyl)phenyl]oxy}-3-pyridinyl)amino]carbonyl}propyl)carbamate